(E)-1-(2,6,6-trimethylcyclohex-1,3-dien-1-yl)but-2-en-1-one CC1=C(C(CC=C1)(C)C)C(\C=C\C)=O